FCCCCCCCCCCCCCCCCCCCCCCCCCCCC fluoro-octacosane